[1,2,3]Triazine N1=NN=CC=C1